C(=C)=C=CCCCCCCCC vinylidenedecene